5-((R)-2-(2-(((S)-1-aminopropan-2-yl)oxy)-5-fluorophenyl)pyrrolidin-1-yl)pyrazolo[1,5-a]pyrimidine-3-carboxylic acid NC[C@H](C)OC1=C(C=C(C=C1)F)[C@@H]1N(CCC1)C1=NC=2N(C=C1)N=CC2C(=O)O